ClC=1C=C2C(=CC(=NC2=CC1)C(F)(F)F)NCC1(CCN(CC1)C(N)=NC#N)C1=CC=CC=C1 4-(((6-chloro-2-(trifluoromethyl)quinolin-4-yl)amino)methyl)-N'-cyano-4-phenylpiperidine-1-carboximidamide